N-(4-(4-amino-7-isopropyl-7H-pyrrolo[2,3-d]pyrimidin-5-yl)phenyl)-6-cyano-5-(4-fluorophenyl)-1-isopropyl-4-oxo-1,4-dihydropyridine-3-carboxamide NC=1C2=C(N=CN1)N(C=C2C2=CC=C(C=C2)NC(=O)C2=CN(C(=C(C2=O)C2=CC=C(C=C2)F)C#N)C(C)C)C(C)C